9,10-bis(2-methoxyethoxy)anthracene COCCOC=1C2=CC=CC=C2C(=C2C=CC=CC12)OCCOC